1,3-bis(p-carboxyl-phenoxy)propane C(=O)(O)C1=CC=C(OCCCOC2=CC=C(C=C2)C(=O)O)C=C1